tert-Butyl 7'-(1-azidoethyl)-1'H-spiro[cyclopropane-1,4'-isoquinoline]-2'(3'H)-carboxylate N(=[N+]=[N-])C(C)C1=CC=C2C3(CN(CC2=C1)C(=O)OC(C)(C)C)CC3